(R)-N-(1-(4-chlorophenyl)-2,2,2-trifluoroethyl)-N-methylthiazolo[4,5-b]pyridine-6-sulfonamide ClC1=CC=C(C=C1)[C@H](C(F)(F)F)N(S(=O)(=O)C=1C=C2C(=NC1)N=CS2)C